(R)-2-(6-Chloro-1-(cyclopropylamino)-2,7-naphthyridin-4-yl)butan-2-ol ClC=1C=C2C(=CN=C(C2=CN1)NC1CC1)[C@@](C)(CC)O